5-(propan-1-yn-1-yl)-1H-indazole-7-carboxylate C(#CC)C=1C=C2C=NNC2=C(C1)C(=O)[O-]